3-fluoro-2-hydroxy-5-(1-(4-(pyrrolidin-1-yl)phenyl)-1H-imidazol-4-yl)benzaldehyde FC=1C(=C(C=O)C=C(C1)C=1N=CN(C1)C1=CC=C(C=C1)N1CCCC1)O